FC(C(=O)N1CC(C1)OC(=O)N1CC2C(C2C1)NC1=CC(=NC=2N1N=CC2C(C)C)O[C@H]2CNCCC2)=C 6-((3-isopropyl-5-(((R)-piperidin-3-yl)oxy)pyrazolo[1,5-a]pyrimidin-7-yl)amino)-3-azabicyclo[3.1.0]hexane-3-carboxylic acid 1-(2-fluoroacryloyl)azetidin-3-yl ester